carboxysulfonyl-hydrazine C(=O)(O)S(=O)(=O)NN